6-(3,6-dihydro-2H-pyran-4-yl)-2,8-dimethylpyrido[2,3-d]pyrimidin-7(8H)-one O1CCC(=CC1)C1=CC2=C(N=C(N=C2)C)N(C1=O)C